acetenyltrimethylsilane C(#C)[Si](C)(C)C